C(=O)(OCC1C2=CC=CC=C2C2=CC=CC=C12)N[C@H](CCCCN)C(=O)O N2-Fmoc-D-lysine